(E)-3-(5,7-difluoro-4-oxo-6-styryl-1,4-dihydroquinolin-2-yl)-4-(methylsulfonyl)benzonitrile FC1=C2C(C=C(NC2=CC(=C1\C=C\C1=CC=CC=C1)F)C=1C=C(C#N)C=CC1S(=O)(=O)C)=O